ClC1=C(C=C(OCC(=O)NC23CC(C2)(C3)NC(=O)C3=NSN=C3)C=C1)F N-{3-[2-(4-chloro-3-fluorophenoxy)acetamido]bicyclo[1.1.1]pentan-1-yl}-1,2,5-thiadiazole-3-carboxamide